BrC=1C=CC(=C(C1)N1CCCCC1)[N+](=O)[O-] 1-(5-bromo-2-nitrophenyl)piperidine